[[(2S)-2-(tert-butoxycarbonylamino)-6-(9H-fluoren-9-ylmethoxycarbonylamino)hexanoyl]amino]hexanoate C(C)(C)(C)OC(=O)N[C@H](C(=O)NC(C(=O)[O-])CCCC)CCCCNC(=O)OCC1C2=CC=CC=C2C=2C=CC=CC12